(2-(((2R,3S,4R,5S)-5-(2-chloro-4-(cyclopentylamino)pyrrolo[2,1-f][1,2,4]triazin-7-yl)-3,4-dihydroxytetrahydrofuran-2-yl)methoxy)-1-methoxypropan-2-yl)phosphonic acid ClC1=NN2C(C(=N1)NC1CCCC1)=CC=C2[C@H]2[C@@H]([C@@H]([C@H](O2)COC(COC)(C)P(O)(O)=O)O)O